C(C1=CC=CC=C1)N1C2=C(OCC1=O)C=C(C(=C2)C#N)NC(=O)NC(C)(C)C 1-(4-benzyl-6-cyano-3-oxo-3,4-dihydro-2H-benzo[b][1,4]oxazin-7-yl)-3-(tert-butyl)urea